N(=C=O)CCOC isocyanato-2-methoxyethane